(3R,5R,8R,9R,10S,13S,14S,17R)-3-hydroxy-13-methyl-17-((R)-1-(5-methyl-2H-tetrazol-2-yl)propan-2-yl)-3-propyltetradecahydro-1H-cyclopenta[a]phenanthren-16(2H)-one O[C@@]1(CC[C@@H]2[C@H]3CC[C@@]4([C@H](C(C[C@H]4[C@@H]3CC[C@@H]2C1)=O)[C@H](CN1N=C(N=N1)C)C)C)CCC